1-tert-butyl-3-[2-[4-(diethylamino)butylamino]-6-(3,5-dimethoxyphenyl)pyrido[2,3-d]pyrimidin-7-yl]urea C(C)(C)(C)NC(=O)NC=1C(=CC2=C(N=C(N=C2)NCCCCN(CC)CC)N1)C1=CC(=CC(=C1)OC)OC